3-bromo-2-methyl-6-methylsulfonyl-benzoyl chloride BrC=1C(=C(C(=O)Cl)C(=CC1)S(=O)(=O)C)C